1-(m-hydroxyphenyl)-1-ethanol OC=1C=C(C=CC1)C(C)O